8-bromo-N-[1-(3-pyrimidin-2-ylpyrazin-2-yl)ethyl]-6-(trifluoromethoxy)quinazolin-4-amine BrC=1C=C(C=C2C(=NC=NC12)NC(C)C1=NC=CN=C1C1=NC=CC=N1)OC(F)(F)F